2-(1-methyl-2-oxabicyclo[2.1.1]hexan-4-yl)-8-propoxyimidazo[1,2-a]pyrazine CC12OCC(C1)(C2)C=2N=C1N(C=CN=C1OCCC)C2